2-(4-(adamantan-1-yl)phenyl)-4-(2-chlorophenyl)-6-phenyl-1,3,5-triazine C12(CC3CC(CC(C1)C3)C2)C2=CC=C(C=C2)C2=NC(=NC(=N2)C2=C(C=CC=C2)Cl)C2=CC=CC=C2